methyl 3-cyclopropyl-5-iodo-7-(p-tolylsulfonyloxymethyl)-6,8-dihydrocyclopenta[g]isoquinoline-7-carboxylate C1(CC1)C=1N=CC2=CC3=C(C(=C2C1)I)CC(C3)(C(=O)OC)COS(=O)(=O)C3=CC=C(C=C3)C